naphthyl-phenylalanine C1(=CC=CC2=CC=CC=C12)N[C@@H](CC1=CC=CC=C1)C(=O)O